ClC=1C=CC(=C(C1)S(=O)(=O)NC1=CC=C(C=C1)C1=NC(=C2C(=N1)NN=C2C)OC2CN(C2)C(C)C)F 5-chloro-2-fluoro-N-(4-[4-[(1-isopropylazetidin-3-yl)oxy]-3-methyl-1H-pyrazolo[3,4-d]pyrimidin-6-yl]phenyl)benzenesulfonamide